P1(=O)(OC2=C(C=C(C=C2C(C)(C)C)C)CC2=C(C(=CC(=C2)C)C(C)(C)C)O1)[O-].[Na+] sodium 2,2'-methylenebis(4-methyl-6-t-butylphenyl) phosphate